(S)-N-((S)-1-(2,3-dichloropyridin-4-yl)pent-4-en-1-yl)-2-methylpropane-2-sulfinamide ClC1=NC=CC(=C1Cl)[C@H](CCC=C)N[S@@](=O)C(C)(C)C